C(C)(C)(C)OC(=O)C=1NC=2C3=C(CCC2C1C)C=CC=C3 3-methyl-4,5-dihydro-1H-benzo[g]indole-2-carboxylic acid tert-butyl ester